C(C)(C)(C)OC(=O)N[C@H](C(=O)O)[C@H](COC1CC(C1)CCC1=NC=2NCCCC2C=C1)C (2S,3R)-2-((tert-butoxycarbonyl)amino)-3-methyl-4-((1S,3R)-3-(2-(5,6,7,8-tetrahydro-1,8-naphthyridin-2-yl)ethyl)cyclobutoxy)butanoic acid